ClC1=C(C=C(C=C1)C=1OC=C(N1)CCOCCCCN1C[C@@H]([C@H]([C@@H]([C@H](C1)O)O)O)O)F (3S,4R,5R,6S)-1-(4-{2-[2-(4-chloro-3-fluorophenyl)-1,3-oxazol-4-yl]ethoxy}butyl)-3,4,5,6-azepanetetrol